BrC=1C=C(C=C(C1Cl)I)C1=C(C(=C(C(=C1[2H])[2H])[2H])[2H])[2H] 3-bromo-4-chloro-5-iodo-1,1'-biphenyl-2',3',4',5',6'-d5